COC1=C(CN(C=2N=CNC(C2C(=O)OC)=O)CC2=C(C=C(C=C2)OC)OC)C=CC(=C1)OC methyl 4-(bis(2,4-dimethoxybenzyl)amino)-6-oxo-1,6-dihydropyrimidine-5-carboxylate